BrC=1C=C(CCN2CN=C(NC2)SCC2=C(C=CC=C2)CSC=2NCN(CN2)CCC2=CC(=CC=C2)Br)C=CC1 1,2-Bis{[5-(3-bromophenethyl)-1,4,5,6-tetrahydro-1,3,5-triazin-2-yl]thio}methyl-benzene